NC1=NC=C(C(=N1)N)OC1=CC(=C(OCCO)C=C1C(C)C)I 2-[4-(2,4-Diamino-pyrimidin-5-yloxy)-2-iodo-5-isopropyl-phenoxy]-ethanol